C[Si](C1=CC=CC=C1)(OCC1=C(C=CC=C1)[N+](=O)[O-])C dimethyl(o-nitrobenzyloxy)phenylsilane